C(CCCCCCCCCCC)N(C(=O)N(CCCCCCCCCCCC)CCCCCCCCCCCC)CCCCCCCCCCCC N,N,N',N'-tetradodecylurea